C(CCOCCOCCOCCOCCC(=O)OC1=C(C(=C(C(=C1F)F)F)F)F)(=O)OC1=C(C(=C(C(=C1F)F)F)F)F bis(perfluorophenyl) 4,7,10,13-tetraoxahexadecanedioate